N-butyl-5-(4-cyanophenyl)-[1,2,4]triazolo[1,5-a]pyridine-7-carboxamide C(CCC)NC(=O)C1=CC=2N(C(=C1)C1=CC=C(C=C1)C#N)N=CN2